4-Chloro-3'-(((1-oxo-2-phenethylisoindolin-5-yl)oxy)methyl)-[1,1'-biphenyl]-3-carboxylic acid ClC1=C(C=C(C=C1)C1=CC(=CC=C1)COC=1C=C2CN(C(C2=CC1)=O)CCC1=CC=CC=C1)C(=O)O